BrC=1C=NC=2CC(NC(C2C1)=O)=O 3-bromo-1,6-naphthyridine-5,7(6H,8H)-dione